INC1=CC=C(C=C1)C1=CC=CC=C1 (14S)-4-iodoaminobiphenyl